CN1N=C2C(N(C=3C=CC(=CC23)C(=O)O)C2=NC=C(C=C2)C(F)(F)F)=N1 2-methyl-4-[5-(trifluoromethyl)pyridin-2-yl]-2H,4H-[1,2,3]triazolo[4,5-b]indole-7-carboxylic acid